N-(1-(3-(1H-pyrazol-3-yl)-5-(thiophen-2-yl)phenyl)ethyl)-2-methyl-5-(methylsulfonamidomethyl)benzamide N1N=C(C=C1)C=1C=C(C=C(C1)C=1SC=CC1)C(C)NC(C1=C(C=CC(=C1)CNS(=O)(=O)C)C)=O